FC1=CC=C(C=C1)C1(C=CC2=C(O1)C=1C=C(C(=CC1C1=C2C(C2=CC=CC=C21)(C)C)N2CCC(CC2)OC(NCCOC(C(=C)C)=O)=O)OC)C2=CC=C(C=C2)N2CCOCC2 3-(4-fluorophenyl)-3-(4-morpholinophenyl)-6-methoxy-7-(4-(2-methacryloxyethyl)carbamyloxypiperidin-1-yl)-13,13-dimethyl-3H,13H-indeno[2',3':3,4]naphtho[1,2-b]pyran